tert-butyl 4-(2-(1-methyl-1H-pyrazol-4-yl)-4-nitrophenyl)piperazine-1-carboxylate CN1N=CC(=C1)C1=C(C=CC(=C1)[N+](=O)[O-])N1CCN(CC1)C(=O)OC(C)(C)C